2-{[(dodecylthio)carbonothioyl]thio}propanoic acid C(CCCCCCCCCCC)SC(=S)SC(C(=O)O)C